C1(CC1)COC=1C=C(C(=O)N(CCOCCOCCOCCCNC2=C3CN(C(C3=CC=C2)=O)C2C(NC(CC2)=O)=O)C2=C(C=NC=C2Cl)Cl)C=CC1OC(F)F 3-(cyclopropylmethoxy)-N-(3,5-dichloropyridin-4-yl)-4-(difluoromethoxy)-N-(2-(2-(2-(3-((2-(2,6-dioxopiperidin-3-yl)-1-oxoisoindolin-4-yl)amino)propoxy)ethoxy)ethoxy)-ethyl)benzamide